trans-Methyl 4-((3-(1-cyclopropyl-1H-pyrazol-4-yl)phenyl)((4-(4-methoxy-3-methylphenyl)bicyclo[2.2.2]octan-1-yl)methyl)carbamoyl)-cyclohexanecarboxylate C1(CC1)N1N=CC(=C1)C=1C=C(C=CC1)N(C(=O)[C@@H]1CC[C@H](CC1)C(=O)OC)CC12CCC(CC1)(CC2)C2=CC(=C(C=C2)OC)C